FC=1C=C(C(=NC1)OC1=CC=2N(C=C1)N=C(C2CC(C)(C)O)C(=O)NC2(CCS(CC2)(=O)=O)C)OCC(F)(F)F 5-((5-Fluoro-3-(2,2,2-trifluoroethoxy)pyridin-2-yl)oxy)-3-(2-hydroxy-2-methylpropyl)-N-(4-methyl-1,1-dioxidotetrahydro-2H-thiopyran-4-yl)pyrazolo[1,5-a]pyridine-2-carboxamide